C(C1=CC=CC=C1)OC(C1=CC=C(C=C1)OC[C@H](CN1N=NN=C1)O)=O.CS(=O)(=O)C=1C=C(C=CC1)NC(=O)C=1C(=NC=C(C1)C(F)(F)F)OC1=C(C=CC=C1)CCC N-(3-methylsulfonylphenyl)-2-(2-propylphenoxy)-5-(trifluoromethyl)pyridine-3-carboxamide Benzyl-(S)-4-(2-hydroxy-3-(1H-tetrazol-1-yl)propoxy)benzoate